bis[p-(2-hydroxyethoxy)phenyl]methane OCCOC1=CC=C(C=C1)CC1=CC=C(C=C1)OCCO